N-[6-[4-(2-Amino-2-oxo-ethyl)piperazin-1-yl]-2-isopropyl-1-oxo-isoindolin-5-yl]pyrazolo[1,5-a]pyrimidine-3-carboxamide NC(CN1CCN(CC1)C1=C(C=C2CN(C(C2=C1)=O)C(C)C)NC(=O)C=1C=NN2C1N=CC=C2)=O